(E)-N-benzyl-2-methylundecan-1-imine oxide C(C1=CC=CC=C1)\[N+](=C/C(CCCCCCCCC)C)\[O-]